NCCCCCC(=O)N 1-aminohexane-6-amide